5-cyano-2-vinyl-6-methylpyridine-3-carboxylic acid ethyl ester C(C)OC(=O)C=1C(=NC(=C(C1)C#N)C)C=C